C(CCC=CC)O 4-hexen-1-ol